N-(2,4-difluorophenyl)-P-methyl-P-(4-(5-(trifluoromethyl)-1,2,4-oxadiazol-3-yl)benzyl)phosphinic amide FC1=C(C=CC(=C1)F)NP(=O)(CC1=CC=C(C=C1)C1=NOC(=N1)C(F)(F)F)C